N-(4-(5-(2-(3,3-difluoroazetidin-1-yl)-6-methylpyrimidin-4-yl)-1,3,4-oxadiazol-2-yl)-3-(6-azaspiro[2.5]octane-6-yl)phenyl)-2-hydroxyethane-1-sulfonamide FC1(CN(C1)C1=NC(=CC(=N1)C1=NN=C(O1)C1=C(C=C(C=C1)NS(=O)(=O)CCO)N1CCC2(CC2)CC1)C)F